3-chloro-1-(4-fluorophenyl)propan-1-one ClCCC(=O)C1=CC=C(C=C1)F